N-((2R)-1-(4-(1H-indazol-5-yl)-2,4-dimethyl-1,3-dioxo-2,8-diazaspiro[4.5]decan-8-yl)-3-methyl-1-oxobutan-2-yl)-2-fluoro-5-(trifluoromethyl)benzamide N1N=CC2=CC(=CC=C12)C1(C(N(C(C12CCN(CC2)C([C@@H](C(C)C)NC(C2=C(C=CC(=C2)C(F)(F)F)F)=O)=O)=O)C)=O)C